FC1(CC(CC1)CN1N=C(C(=C1)C)C(C)(F)F)F 1-((3,3-Difluorocyclopentyl)methyl)-3-(1,1-difluoroethyl)-4-methyl-1H-pyrazole